C(C1=CC=CC=C1)(C1=CC=CC=C1)(C1=CC=CC=C1)N1C(NC(C1)=O)=O tritylimidazolidine-2,4-dione